OC1=C(C=CC(=C1)OC1OCCCC1)C(\C=C\C1=CC(=C(C=C1)OC1OCCCC1)CC=C(C)C)=O (E)-1-[2-Hydroxy-4-(oxan-2-yloxy)phenyl]-3-[3-(3-methylbut-2-enyl)-4-(oxan-2-yloxy)phenyl]prop-2-en-1-one